N[C@H]1CS(C2=C(N(C1=O)CC1=CC=C(C=C1)Cl)C=C(C(=C2)F)C2=NOC(=N2)N2CCOC1(CC1)C2)(=O)=O (3R)-3-amino-5-[(4-chlorophenyl)methyl]-8-fluoro-7-[5-(4-oxa-7-azaspiro[2.5]octan-7-yl)-1,2,4-oxadiazol-3-yl]-1,1-dioxo-2,3-dihydro-1λ6,5-benzothiazepin-4-one